5-Bromo-2,2-dimethyl-1,3-benzodioxole BrC1=CC2=C(OC(O2)(C)C)C=C1